methyl (9Z)-19-[(dimethylamino)methyl]heptacos-9-enoate CN(C)CC(CCCCCCCC\C=C/CCCCCCCC(=O)OC)CCCCCCCC